C(C1=CC=CC=C1)OC=1C=C2C=CN(C2=CC1)C(CCC=C)=O 1-(5-(benzyloxy)-1H-indol-1-yl)pent-4-en-1-one